4-(2-benzofuranyl)-8-hydroxyquinoline O1C(=CC2=C1C=CC=C2)C2=CC=NC1=C(C=CC=C21)O